BrC1=C2C=NN(C2=CC(=C1C#CC1=NN(N=C1)CC1CN(CCOC1)C(=O)OC(C)(C)C)Cl)C1OCCCC1 tert-Butyl 6-((4-((4-bromo-6-chloro-1-(tetrahydro-2H-pyran-2-yl)-1H-indazol-5-yl)ethynyl)-2H-1,2,3-triazol-2-yl)methyl)-1,4-oxazepane-4-carboxylate